(R)-N-(6-(3-(2-hydroxypropan-2-yl)pyrrolidin-1-yl)pyrimidin-4-yl)-6-(1-methyl-1H-pyrazol-4-yl)picolinamide OC(C)(C)[C@H]1CN(CC1)C1=CC(=NC=N1)NC(C1=NC(=CC=C1)C=1C=NN(C1)C)=O